N=1C=CN2C1C=CC(=C2)C2=CNC=1N=C(N=C(C12)OC)NC1CCC(CC1)(O)C (1r,4r)-4-((5-(imidazo[1,2-a]pyridin-6-yl)-4-methoxy-7H-pyrrolo[2,3-d]pyrimidin-2-yl)amino)-1-methylcyclohexan-1-ol